NC1=CC=C2C(=N1)N(N=C2C2C(NC(CC2)=O)=O)C 3-(6-amino-1-methyl-1H-pyrazolo[3,4-b]pyridin-3-yl)piperidine-2,6-dione